ClCC=1SC(=CN1)C 2-(chloromethyl)-5-methyl-1,3-thiazole